3-(N-(4-ethoxyphenyl)-N-methylsulfamoyl)-N-(3-(methylcarbamoyl)phenyl)thiophene-2-carboxamide C(C)OC1=CC=C(C=C1)N(S(=O)(=O)C1=C(SC=C1)C(=O)NC1=CC(=CC=C1)C(NC)=O)C